4,4-bis(5-pentylfuran-2-yl)pentanoic acid C(CCCC)C1=CC=C(O1)C(CCC(=O)O)(C)C=1OC(=CC1)CCCCC